C(C)(C)(C)OC(=O)N1CC2(C1)COC(OC2)CCNC2=CC(=C(C=C2)C#N)F.C[Si](C2=CC=C(C=C2)B2OC(C(O2)(C)C)(C)C)(C)C trimethyl-(4-(4,4,5,5-tetramethyl-1,3,2-dioxaborolan-2-yl)phenyl)silane tert-butyl-7-(2-((4-cyano-3-fluorophenyl)amino)ethyl)-6,8-dioxa-2-azaspiro[3.5]nonane-2-carboxylate